FC(C=1C=CC=2N(N1)C(=CN2)C2=CC(=NC=N2)N2CCOCC(C2)C(=O)N)F 4-(6-(6-(difluoromethyl)imidazo[1,2-b]pyridazin-3-yl)pyrimidin-4-yl)-1,4-oxaazepan-6-carboxamide